NC1=NC(=CC(=N1)Cl)C 2-Amino-4-Chloro-6-Methylpyrimidine